FC=1C=C2C=3C(=CN(C2=NC1N1CCNCC1)CC)C1=CC=C(C=C1N3)F 2,9-difluoro-3-piperazin-1-yl-5-ethyl-5H-indolo[3,2-c][1,8]naphthyridine